C(C)(C)(C)C1=CC=CC(=N1)C1CCC2(CN(C2)C(=O)C2CC(C2)(C)O)CC1 (7-(6-(tert-Butyl)pyridin-2-yl)-2-azaspiro[3.5]nonan-2-yl)((1s,3s)-3-hydroxy-3-methylcyclobutyl)methanon